1-(4-Ethylphenyl)-3-[(6-methyl-1H-benzimidazol-2-yl)sulfanyl]prop-2-en-1-on C(C)C1=CC=C(C=C1)C(C=CSC1=NC2=C(N1)C=C(C=C2)C)=O